Dithiodimethane CSSC